COC1=C(C=C(C=C1)C2=CC(=NN2C3=CC=C(C=C3)S(=O)(=O)N)C(F)F)F The molecule is a member of the class of pyrazoles that is 1H-pyrazole which is substituted at positions 1, 3, and 5 by 4-sulfamoylphenyl, difluoromethyl and 3-fluoro-4-methoxyphenyl groups, respectively. A selective cyclooxygenase 2 inhibitor, it is used in veterinary medicine for the control of pain and inflammation associated with osteoarthritis in dogs. It has a role as a cyclooxygenase 2 inhibitor, a non-steroidal anti-inflammatory drug and a non-narcotic analgesic. It is a member of pyrazoles, an organofluorine compound and a sulfonamide.